C[C@@](N)(CCCCN)C(=O)O α-methyl-D-lysine